2-(hydroxymethyl)thiazol OCC=1SC=CN1